2-aminomethyl-1,5-diaminopentane NCC(CN)CCCN